C(C)(C)(C)OC(=O)NCC[C@]1(OC2=C(C1)C=C(C=C2[C@@H](C)NC2=NC=1N(C=C2)N=CC1C(=O)O)F)C 5-(((R)-1-((S)-2-(2-((tert-butoxycarbonyl)amino)ethyl)-5-fluoro-2-methyl-2,3-dihydrobenzofuran-7-yl)ethyl)amino)pyrazolo[1,5-a]pyrimidine-3-carboxylic acid